4-(tert-butylsulfonyl)aniline methyl-2-(4-{2-[(tert-butoxycarbonyl)amino]ethyl}piperazin-1-yl)-2-phenylacetate COC(C(C1=CC=CC=C1)N1CCN(CC1)CCNC(=O)OC(C)(C)C)=O.C(C)(C)(C)S(=O)(=O)C1=CC=C(N)C=C1